2-bromo-N-(5-((2,2-difluorocyclopropyl)methoxy)pyridin-2-yl)propanamide BrC(C(=O)NC1=NC=C(C=C1)OCC1C(C1)(F)F)C